tert-Butyl 2-(6-chloro-2-(3,4-dichlorobenzylamino)-9H-carbazol-9-yl)ethylcarbamate ClC=1C=C2C=3C=CC(=CC3N(C2=CC1)CCNC(OC(C)(C)C)=O)NCC1=CC(=C(C=C1)Cl)Cl